(S)-2-((2-(4-cyano-phenyl)propyl)-amino)-N-(5-(1-methyl-6-oxo-1,6-dihydropyridazin-3-yl)pyridin-2-yl)-2-phenyl-acetamide C(#N)C1=CC=C(C=C1)C(CN[C@H](C(=O)NC1=NC=C(C=C1)C1=NN(C(C=C1)=O)C)C1=CC=CC=C1)C